(3E)-6-hydroxy-3-hexenyldecanoyloxymethyl ether OC(CCC(CC(=O)OCOCOC(CC(CCC(CCCC)O)C=CCCCC)=O)C=CCCCC)CCCC